OC1=C(C=C(C=C1C)C(C1CCCCC1)C1=CC(=C(C(=C1)C)O)C)C bis(4-hydroxy-3,5-dimethylphenyl)cyclohexylmethane